6-cyclopropaneamido-4-{[4-fluoro-2-methoxy-3-(2-methyl-2H-1,2,3-triazol-4-yl)phenyl]amino}-N-(2H3)methylpyridazine-3-carboxamide C1(CC1)C(=O)NC1=CC(=C(N=N1)C(=O)NC([2H])([2H])[2H])NC1=C(C(=C(C=C1)F)C1=NN(N=C1)C)OC